5-((6-(cyclobutylethynyl)-5-(methylthio)pyridin-3-yl)oxy)-1H-1,2,3-triazole-4-carboxylic acid C1(CCC1)C#CC1=C(C=C(C=N1)OC1=C(N=NN1)C(=O)O)SC